ClC1=NN(C(=C1)I)CC1=CC(=NN1CC1=CC=C(C=C1)OC)CC 3-chloro-1-((3-ethyl-1-(4-methoxybenzyl)-1H-pyrazol-5-yl)methyl)-5-iodo-1H-pyrazole